FC1=C(C=C(C=C1)C(F)(F)F)CN1CC(N(C(C1)C)C(C(C)C)=O)C(=O)NCC1=CC=C(C=C1)C=1OC=CC1 4-{[2-fluoro-5-(trifluoromethyl)phenyl]methyl}-N-{[4-(furan-2-yl)phenyl]methyl}-6-methyl-1-(2-methylpropanoyl)piperazine-2-carboxamide